tert-butyl 4-(4-((2-(methylthio)pyrimidin-5-yl)methoxy)phenyl)-1H-imidazole-1-carboxylate CSC1=NC=C(C=N1)COC1=CC=C(C=C1)C=1N=CN(C1)C(=O)OC(C)(C)C